3-[dibenzyloxy(methyl)silyl]propan-1-amine C(C1=CC=CC=C1)O[Si](CCCN)(C)OCC1=CC=CC=C1